1,2-diphenylethanone C1(=CC=CC=C1)C(CC1=CC=CC=C1)=O